3-(5-(((1S,2S)-2-(3-(4-hydroxyphenyl)azetidin-1-yl)cyclohexyl)oxy)-1-oxoisoindolin-2-yl)piperidine-2,6-dione OC1=CC=C(C=C1)C1CN(C1)[C@@H]1[C@H](CCCC1)OC=1C=C2CN(C(C2=CC1)=O)C1C(NC(CC1)=O)=O